2-amino-N-((6-bromo-3-pyridazinyl)methyl)-N-((1R,2R)-2-hydroxycyclopentyl)-3-methyl-6-quinolinecarboxamide NC1=NC2=CC=C(C=C2C=C1C)C(=O)N([C@H]1[C@@H](CCC1)O)CC=1N=NC(=CC1)Br